methyl 5-[[4-[(2-cyanocyclopentyl)amino]-5-methyl-pyrimidin-2-yl]amino]-2-(5,5-dimethyl-1,3,2-dioxaborinan-2-yl)-3-methyl-benzoate C(#N)C1C(CCC1)NC1=NC(=NC=C1C)NC=1C=C(C(=C(C(=O)OC)C1)B1OCC(CO1)(C)C)C